O1C(CCCC1)N1N=NC2=C1C=C(C=C2NCCOCCCCNC(OC(C)(C)C)=O)N2C=NN=C2 tert-butyl (4-(2-((1-(tetrahydro-2H-pyran-2-yl)-6-(4H-1,2,4-triazol-4-yl)-1H-benzo[d][1,2,3]triazol-4-yl)amino)ethoxy)butyl)carbamate